[Si](C)(C)(C(C)(C)C)OCC1(OCC1C(=O)NC1=CC=C(C=C1)F)C=1C=CC(=NC1)C=1C=NC(=CC1)C(F)(F)F (((tert-butyldimethylsilyl)oxy)methyl)-6'-(trifluoromethyl)-[2,3'-biPyridin-5-yl]-N-(4-fluorophenyl)oxetan-3-carboxamide